C(C)N1[C@@H](CNC[C@@H]1C)C (3R,5S)-4-ethyl-3,5-dimethylpiperazin